C(C(=C)C)(=O)OCCC[Si](O[Si](C)(C)C)(O[Si](C)(C)C)O[Si](C)(C)C 3-(methacryloxy)propyltris(trimethylsiloxy)silane